(2S)-4-[({1-[(tert-butoxy)carbonyl]azetidin-3-yl}methyl)carbamoyl]-2-({[(9H-fluoren-9-yl)methoxy]carbonyl}amino)butanoic acid C(C)(C)(C)OC(=O)N1CC(C1)CNC(=O)CC[C@@H](C(=O)O)NC(=O)OCC1C2=CC=CC=C2C=2C=CC=CC12